(S)-2-(6-(cyclopropylmethoxy)-5-(pyrrolidin-1-yl)picolinamido)-4-methylpentanoic acid C1(CC1)COC1=C(C=CC(=N1)C(=O)N[C@H](C(=O)O)CC(C)C)N1CCCC1